BrC=1C2=C(N(C(CC1C(=O)NNC(=O)C1CC1)=O)CC1=CC(=C(C=C1)C)F)C=CC=C2 5-bromo-N'-(cyclopropanecarbonyl)-1-(3-fluoro-4-methylbenzyl)-2-oxo-2,3-dihydro-1H-benzo[b]azepine-4-carbohydrazide